ClC1=NC(=CC(=C1)C=1C(=NN2C1N=C(C=C2)C(=O)NC[C@H](CO)O)C2=CC(=CC=C2)C#N)C 3-(2-chloro-6-methyl-4-pyridinyl)-2-(3-cyanophenyl)-N-[(2R)-2,3-dihydroxypropyl]pyrazolo[1,5-a]pyrimidine-5-carboxamide